The molecule is a member of the class of pyridoquinolines that is 9-(quinolin-3-yl)benzo[h][1,6]naphthyridin-2-one bearing an additional 4-(4-propionylpiperazin-1-yl)-3-(trifluoromethyl)phenyl substituent at position 1. It is a potent inhibitor of mTOR and exhibits anti-cancer properties. It has a role as a mTOR inhibitor and an antineoplastic agent. It is a N-acylpiperazine, a N-arylpiperazine, an organofluorine compound, a pyridoquinoline and a member of quinolines. CCC(=O)N1CCN(CC1)C2=C(C=C(C=C2)N3C(=O)C=CC4=CN=C5C=CC(=CC5=C43)C6=CC7=CC=CC=C7N=C6)C(F)(F)F